FC(OC=1C=NC(=NC1)N[C@@H]1C[C@H](CC1)NC1=C(C=C(C=N1)N1C(C=CC=C1)=O)O)F 6'-(((1S,3S)-3-((5-(difluoromethoxy)pyrimidin-2-yl)amino)cyclopentyl)amino)-5'-hydroxy-2H-[1,3'-bipyridyl]-2-one